ClC=1C=C(C=2N(N1)C(=NN2)C(C)C)NC2=NC=NC=C2OC 6-chloro-3-isopropyl-N-(5-methoxypyrimidin-4-yl)-[1,2,4]triazolo[4,3-b]pyridazin-8-amine